C(C1=CC=CC=C1)N1[C@H]2CC(C[C@@H]1CC2)N2C=CC=1C2=NC(=CC1)C(=O)N ((1R,3s,5S)-8-benzyl-8-azabicyclo[3.2.1]oct-3-yl)-1H-pyrrolo[2,3-b]pyridine-6-carboxamide